C(CC(O)(C(=O)OCC#C)CC(=O)OCC#C)(=O)OCC#C tripropargyl citrate